3,5-Dimethylbenzyl (S)-3-cyclopropyl-2-(2-((S)-5-oxo-1-(2,3,5-trifluorobenzyl)pyrrolidin-2-yl)acetamido)propanoate C1(CC1)C[C@@H](C(=O)OCC1=CC(=CC(=C1)C)C)NC(C[C@H]1N(C(CC1)=O)CC1=C(C(=CC(=C1)F)F)F)=O